C(CC)OC(CP(=O)(OOC)OOC)=O dimethoxyphosphonoacetic acid n-propyl ester